BrCC(=O)C1=CC=C(C=C1)S(=O)(=O)C 2-bromo-1-(4-(methylsulfonyl)phenyl)ethan-1-one